[N].ClC=1C2=CN(N=C2C(=C(C1)C1=CC=C(C=C1)N1CCOCC1)F)C(C(=O)NC=1SC=CN1)C1=C2N(C=N1)CCC2 2-(4-Chloro-7-fluoro-6-(4-morpholinylphenyl)-2H-indazol-2-yl)-2-(6,7-dihydro-5H-pyrrolo[1,2-c]imidazol-1-yl)-N-(thiazol-2-yl)acetamide nitrogen